C(CCC)N([Si](CCCC)(CCCC)CCCC)[SiH3] tetrabutyl-disilazane